FC(N1N=CC(=C1)C=1C=C2C(=NC=NN2C1)N1CC2CCC(C1)N2C(=O)[C@H]2[C@@H](C2)F)F (3-(6-(1-(difluoromethyl)-1H-pyrazol-4-yl)pyrrolo[2,1-f][1,2,4]triazin-4-yl)-3,8-diazabicyclo[3.2.1]oct-8-yl)((1S,2R)-2-fluorocyclopropyl)methanone